2-butyloctyl 3-ethyl-12-hexyl-6-isopropyl-10-oxo-9,11-dioxa-3,6-diazanonadecane-19-carboxylate C(C)N(CC)CCN(CCOC(OC(CCCCCCCC(=O)OCC(CCCCCC)CCCC)CCCCCC)=O)C(C)C